ClC1=NC=C(C(=C1)NC=1C=CC=C2CCN(C(C12)=O)C)Cl 8-((2,5-dichloropyridin-4-yl)amino)-2-methyl-3,4-dihydroisoquinolin-1(2H)-one